C(C)(C)(C)OC(=O)N1[C@H](CN(CC1)C1=NC(=NC(=C1[N+](=O)[O-])CC1(CCCC2=C(C=C(C=C12)C)Cl)C(=O)OC)Cl)CC#N (2S)-4-(2-chloro-6-((5-chloro-1-(methoxycarbonyl)-7-methyl-1,2,3,4-tetrahydronaphthalen-1-yl)methyl)-5-nitropyrimidin-4-yl)-2-(cyanomethyl)piperazine-1-carboxylic acid tert-butyl ester